C(CCCCCC)(=O)O.C(C)C1(CC(CC(C1)CC)CC)CCCCCCC(=O)O.OC1N(C(N(C1C)OC)=O)C1=NC=CC(=C1)C(F)(F)F 4-hydroxy-1-methoxy-5-methyl-3-[4-(trifluoromethyl)-2-pyridyl]imidazolin-2-one 1,3,5-TRIETHYL-CYCLOHEXANEHeptanoat (Enanthoat)